vinylhexadecyldimethylsilane C(=C)CCCCCCCCCCCCCCCC[SiH](C)C